1-{[5-(trifluoromethyl)pyridin-2-yl]carbonyl}piperidin FC(C=1C=CC(=NC1)C(=O)N1CCCCC1)(F)F